C1(=CC=CC=C1)COC(CC1=CC=CC=C1)=O.ClC1=C(C(=O)NC2=C3C=NN(C3=CC=C2)C2=CC(=C(C=C2)C)Cl)C=C(C=C1)CNC(COC)=O 2-Chloro-N-[1-(3-chloro-4-methylphenyl)-1H-indazol-4-yl]-5-{[(methoxyacetyl)amino]methyl}benzamide phenylmethyl-phenylacetate